C1(CCC1)[C@H](C)NCC=1C=C(C=2N(C1)C(=CN2)F)C(=O)NC=2C=NC=C(C2)C2(CC(C2)C)C2=NN=CN2C 6-({[(1S)-1-cyclobutylethyl]amino}methyl)-3-fluoro-N-{5-[(1r,3s)-3-methyl-1-(4-methyl-1,2,4-triazol-3-yl)cyclobutyl]pyridin-3-yl}imidazo[1,2-a]pyridine-8-carboxamide